ClC=1C=C(C=CC1)[C@@H](CO)NC(=O)NC=1C=NN(C1)C1=CC(=NC=C1)NC1=CC=CC=C1 (S)-1-(1-(3-chlorophenyl)-2-hydroxyethyl)-3-(1-(2-(phenyl-amino)pyridin-4-yl)-1H-pyrazol-4-yl)urea